4-(5-(2-methoxy-4'-(3-methyl-2-oxoimidazolidin-1-yl)-[1,1'-biphenyl]-3-yl)isoxazol-3-yl)piperazine-1-carboxylic acid tert-butyl ester C(C)(C)(C)OC(=O)N1CCN(CC1)C1=NOC(=C1)C=1C(=C(C=CC1)C1=CC=C(C=C1)N1C(N(CC1)C)=O)OC